FC=1C=C(C#N)C=CC1NC=1C=NC=C(C1C)CC1=C(C(=NC=C1)NS(NC)(=O)=O)F 3-fluoro-4-{[5-({3-fluoro-2-[(methylsulfamoyl)amino]pyridin-4-yl}methyl)-4-methylpyridin-3-yl]amino}benzonitrile